CC([C@@H](C(=O)N1[C@@H](C[C@H](C1)O)C(=O)NC)N1N=NC(=C1)C1(CCC1)S(N)(=O)=O)(C)C (2S,4R)-1-[(2S)-3,3-dimethyl-2-[4-(1-sulfamoylcyclobutyl)triazol-1-yl]butanoyl]-4-hydroxy-N-methyl-pyrrolidine-2-carboxamide